2-[2,5-dimethyl-4-(2,2,2-trifluoro-1,1-dimethyl-ethyl)phenyl]-4-oxo-1H-1,6-naphthyridine-5-carboxamide CC1=C(C=C(C(=C1)C(C(F)(F)F)(C)C)C)C=1NC=2C=CN=C(C2C(C1)=O)C(=O)N